((2-(dimethylamino)ethyl)amino)-N-(4-(2-(4-methoxyphenyl)propan-2-yl)thiazol-2-yl)nicotinamide CN(CCNC1=C(C(=O)NC=2SC=C(N2)C(C)(C)C2=CC=C(C=C2)OC)C=CC=N1)C